N-(4-(3-(6-chloro-3-methyl-2,4-dioxo-5-(3-(p-tolyl)propanamido)-3,4-dihydropyrimidin-1(2H)-yl)prop-1-yn-1-yl)-2-ethylphenyl)benzamide ClC1=C(C(N(C(N1CC#CC1=CC(=C(C=C1)NC(C1=CC=CC=C1)=O)CC)=O)C)=O)NC(CCC1=CC=C(C=C1)C)=O